(E)-2-(2-(2-(2-((tert-Butyldimethylsilyl)oxy)ethyl)-2H-indazol-5-yl)vinyl)-6-(methoxymethoxy)benzo[d]thiazole [Si](C)(C)(C(C)(C)C)OCCN1N=C2C=CC(=CC2=C1)/C=C/C=1SC2=C(N1)C=CC(=C2)OCOC